C[C@H](CC)N |r| (racemic)-2-butylamine